(S)-6-((1-(2-chlorophenyl)ethyl)amino)nicotinic acid ClC1=C(C=CC=C1)[C@H](C)NC1=NC=C(C(=O)O)C=C1